C(C)OC=1C=C(C=CC1O)C(C1=CC(=C(C=C1C)O)C1CCCCC1)C1=CC(=C(C=C1C)O)C1CCCCC1 4,4'-[(3-ethoxy-4-hydroxyphenyl)methylene]bis(2-cyclohexyl-5-methylphenol)